1-[3-(4-Chloro-2-isopropyl-2H-pyrazol-3-yl)-4-methoxyphenyl]-3-(4-fluoro-phenyl)-urea ClC1=C(N(N=C1)C(C)C)C=1C=C(C=CC1OC)NC(=O)NC1=CC=C(C=C1)F